bis-(2-pyridyldithiol) propionate C(CC)(=O)O.N1=C(C=CC=C1)C1SSC=C1.N1=C(C=CC=C1)C1SSC=C1